tert-butyl (3R,4S)-4-(azetidin-3-ylmethoxy)-3-fluoro-piperidine-1-carboxylate N1CC(C1)CO[C@@H]1[C@@H](CN(CC1)C(=O)OC(C)(C)C)F